BrC=1C=CC(=NC1)OC1=CC(=CC=C1)Cl 5-bromo-2-(3-chlorophenoxy)pyridine